2-(2-(chloromethyl)-4-fluorophenyl)tetrahydrofuran ClCC1=C(C=CC(=C1)F)C1OCCC1